4-(2,6-dichloropyridine-4-carbonyl)-3,6-dihydro-2H-pyridine-1-carboxylic acid tert-butyl ester C(C)(C)(C)OC(=O)N1CCC(=CC1)C(=O)C1=CC(=NC(=C1)Cl)Cl